CC=1OC(=NN1)N1[C@@H](C2=C(CC1)NC=N2)C2=NN1C(C(=CC=C1)OC(F)(F)F)=C2 (S)-2-methyl-5-(4-(4-(trifluoromethoxy)pyrazolo[1,5-a]pyridin-2-yl)-1,4,6,7-tetrahydro-5H-imidazo[4,5-c]pyridin-5-yl)-1,3,4-oxadiazole